cis-propenol C(=C/C)/O